(2,5-dimethylbicyclo[3.3.1]non-2-en-8-yl)acetone CC=1C2C(CCC(CC1)(C2)C)CC(C)=O